OC[C@]1(O)[C@H](O)[C@@H](O)[C@@H](O1)CO α-L-fructofuranose